4-amino-6-tert-butyl-3-(ethylthio)-1,2,4-triazin-5(4H)-one NN1C(=NN=C(C1=O)C(C)(C)C)SCC